C(CCCCC)C1=CC(CCC1)=O 3-hexylcyclohex-2-enone